C(#N)C=1C=CC(=NC1)C=1C=C2C=C(C(N(C2=NC1)CC1=CC=C(C=C1)F)=O)C(=O)NC1CC2(C1)CCC2 6-(5-cyanopyridin-2-yl)-1-(4-fluorophenylmethyl)-2-oxo-N-(spiro[3.3]hept-2-yl)-1,2-dihydro-1,8-naphthyridine-3-carboxamide